ClC=1C(=NC(=NC1)NC1CCN(CC1)S(=O)(=O)C=1N=CN(C1)C)C=1C=NN(C1)C1=C(C=C(C=C1)CN1CCN(CC1)C)C 5-Chloro-N-(1-((1-methyl-1H-imidazol-4-yl)sulfonyl)piperidin-4-yl)-4-(1-(2-methyl-4-((4-methylpiperazin-1-yl)methyl)phenyl)-1H-pyrazol-4-yl)pyrimidin-2-amine